(12aR)-9-bromo-7-nitro-3,4,12,12a-tetrahydro-6H-pyrazino[2,1-c][1,4]benzooxazepine-2(1H)-carboxylic acid tert-butyl ester C(C)(C)(C)OC(=O)N1C[C@@H]2COC3=C(CN2CC1)C(=CC(=C3)Br)[N+](=O)[O-]